2-hydroxy-4,6-bis(3,4-dimethoxystyryl)pyrimidine OC1=NC(=CC(=N1)C=CC1=CC(=C(C=C1)OC)OC)C=CC1=CC(=C(C=C1)OC)OC